NC=1C=C(C=C(C1)F)NC(=O)C=1SC=C(C1)Br N-(3-amino-5-fluorophenyl)-4-bromothiophene-2-carboxamide